COC(=O)C1=CC(=NC(=C1)C)C=1C=NN(C1OCCCCCNC1=C2CCN(CC2=CC=C1[N+](=O)[O-])C(=O)OC(C)(C)C)C tert-butyl 5-((5-((4-(4-(methoxycarbonyl)-6-methylpyridin-2-yl)-1-methyl-1H-pyrazol-5-yl) oxy) pentyl) amino)-6-nitro-3,4-dihydroisoquinoline-2(1H)-carboxylate